4-(benzyloxy)pyridin-2-amine C(C1=CC=CC=C1)OC1=CC(=NC=C1)N